IC1(CC(=CC=C1)C1=CC=CC=C1)C1=CC=CC=C1 4'-iodo-[1,2':4',1'']terphenyl